2-chloro-N-((3-methyl-1,2,4-thiadiazol-5-yl)carbamoyl)acetamide ClCC(=O)NC(NC1=NC(=NS1)C)=O